3-(2-(hydroxyimino)-2-phenylethyl)-6-methylpyrimidine ON=C(CN1CN=C(C=C1)C)C1=CC=CC=C1